4-iodo-1-(oxolan-2-ylmethyl)pyrazole IC=1C=NN(C1)CC1OCCC1